4-(3-(benzyloxy)phenyl)-5-(7-chloroimidazo[1,2-a]pyridin-2-yl)-2,4-dihydro-3H-1,2,4-triazole-3-thione C(C1=CC=CC=C1)OC=1C=C(C=CC1)N1C(NN=C1C=1N=C2N(C=CC(=C2)Cl)C1)=S